4-((2-methoxyethyl)(4-(5,6,7,8-tetrahydro-1,8-naphthyridin-2-yl)butyl)amino)-2-((8-(trifluoromethyl)quinazolin-4-yl)amino)butanoic acid COCCN(CCC(C(=O)O)NC1=NC=NC2=C(C=CC=C12)C(F)(F)F)CCCCC1=NC=2NCCCC2C=C1